(1S,4S)-4-((5-(1-(2-fluoroethyl)-1H-benzo[d][1,2,3]triazol-6-yl)-4-methoxypyrrolo[2,1-f][1,2,4]triazin-2-yl-7-d)amino)-1-methylcyclohexan-1-ol FCCN1N=NC2=C1C=C(C=C2)C=2C=C(N1N=C(N=C(C12)OC)NC1CCC(CC1)(O)C)[2H]